3-(2,8-diphenyl-dibenzothiophen-4-yl)phenylboronic acid C1(=CC=CC=C1)C1=CC2=C(SC3=C2C=C(C=C3)C3=CC=CC=C3)C(=C1)C=1C=C(C=CC1)B(O)O